(6S)-6-{2-Chloro-3-[(6-methyl-pyridin-3-yl)amino]phenyl}-2-imino-6-methyl-3-[(cis)-2-methyltetrahydropyran-4-yl]-hexahydropyrimidin-4-one ClC1=C(C=CC=C1NC=1C=NC(=CC1)C)[C@@]1(CC(N(C(N1)=N)[C@@H]1C[C@@H](OCC1)C)=O)C